C(C)(=O)OC1=C(C=C(N)C=C1CCCC)CCCC 4-acetoxy-3,5-di-n-butylaniline